O[C@H]1[C@H](NCC1)C(=O)N(C=1C=C(C=CC1)C)C (2S,3R)-3-hydroxy-N-methyl-N-(m-tolyl)pyrrolidine-2-carboxamide